BrC=1C=C(C=2N(C1)N=CC2C)OC 6-Bromo-4-methoxy-3-methyl-pyrazolo[1,5-a]pyridine